[Na].C1(CC1)N1CCC(=C(C1=O)C(=O)OCC)O 1-cyclopropyl-5-(ethoxycarbonyl)-6-oxo-1,2,3,6-tetrahydropyridin-4-ol sodium